6-(4-chlorophenyl)-3-(1-(methylsulfonyl)piperidin-4-yl)-8-(pyridin-3-yl)pyrido[3,4-d]pyrimidin-4(3H)-one ClC1=CC=C(C=C1)C1=CC2=C(N=CN(C2=O)C2CCN(CC2)S(=O)(=O)C)C(=N1)C=1C=NC=CC1